COC1=CC=C(OCCCN(CCC2=CC=C(OC(C(=O)OCC)(C)C)C=C2)CC2=CC=C(C=C2)C(F)(F)F)C=C1 Ethyl 2-[4-[2-[(3-(4-methoxyphenoxy) propyl) (4-trifluoromethylbenzyl) amino] ethyl] phenoxy]-2-methylpropionate